[5-[(3R)-3-butanoyloxybutanoyl]oxy-4-[[(3R)-3-butanoyloxybutanoyl]oxymethyl]-6-methyl-3-pyridyl]methyl (3R)-3-butanoyloxybutanoate C(CCC)(=O)O[C@@H](CC(=O)OCC=1C=NC(=C(C1COC(C[C@@H](C)OC(CCC)=O)=O)OC(C[C@@H](C)OC(CCC)=O)=O)C)C